3-(2-aminoethoxy)propyltriethoxysilane NCCOCCC[Si](OCC)(OCC)OCC